methyl 2-chloro-2-cyclopropylideneacetate ClC(C(=O)OC)=C1CC1